Cl.Cl.N1C(=NC2=C1C=C1C(=C2)OCCO1)CCN 2-(6,7-dihydro-1H-[1,4]dioxino[2',3':4,5]benzo[1,2-d]imidazol-2-yl)ethan-1-amine dihydrochloride